(S)-1-(3-((R)-1-(benzyloxy)-7-((2-((tert-butyldimethylsilyl)oxy)ethyl)sulfonyl)-2,6,6-trimethyl-1-oxoheptan-2-yl)phenyl)ethane-1,2-diyl diacetate C(C)(=O)O[C@H](COC(C)=O)C1=CC(=CC=C1)[C@](C(=O)OCC1=CC=CC=C1)(CCCC(CS(=O)(=O)CCO[Si](C)(C)C(C)(C)C)(C)C)C